C(C)(C)(C)C=1C=CC=2N(C3=CC=C(C=C3C2C1)C(C)(C)C)C=1C=C(C#N)C=CC1 3-(3,6-di-tert-butyl-9H-carbazole-9-yl)benzonitrile